1-ethyl-3-methylimidazole difluoride [F-].[F-].C(C)N1CN(C=C1)C